NC1=CC(=C(C(=N1)[C@H]1[C@@H](CC=2C(=NC=NC2C1)N1CCN(CC1)C(C=C)=O)C)C(F)(F)F)C 1-(4-((6R,7R)-7-(6-amino-4-methyl-3-(trifluoromethyl)pyridin-2-yl)-6-methyl-5,6,7,8-tetrahydroquinazolin-4-yl)piperazin-1-yl)prop-2-en-1-one